6-hydroxy-5'-methyl-4-pentyl-1',2',3',4'-tetrahydro-[1,1'-biphenyl]-2-yl methyl phenylphosphonate C1(=CC=CC=C1)P(OC1=C(C(=CC(=C1)CCCCC)O)C1CCCC(=C1)C)(OC)=O